myristanilide C(CCCCCCCCCCCCC)(=O)NC1=CC=CC=C1